3-(5-(2,6-dimethoxyphenyl)quinolin-8-yl)propionic acid COC1=C(C(=CC=C1)OC)C1=C2C=CC=NC2=C(C=C1)CCC(=O)O